2-(2-((2-(((2-amino-3-methylbutanoyl)oxy)methyl)-7-(3-(aminomethyl)phenyl)benzofuran-5-yl)methoxy)phenyl)acetic acid NC(C(=O)OCC=1OC2=C(C1)C=C(C=C2C2=CC(=CC=C2)CN)COC2=C(C=CC=C2)CC(=O)O)C(C)C